FC1([C@@H]2N3C(OC[C@]([C@H]1OC(C1=CC=CC=C1)(C1=CC=CC=C1)C1=CC=C(C=C1)OC)(O2)CI)=NC(C=C3)=O)F (6R,8R,9R)-7,7-difluoro-9-(iodomethyl)-8-((4-methoxyphenyl)diphenylmethoxy)-7,8,9,10-tetrahydro-2H,6H-6,9-epoxypyrimido[2,1-b][1,3]oxazocin-2-one